O1C(=CC2=C1C=CC=C2)C(=O)C2=C(C(N(C2C2=CC=C(C=C2)O)C=2SC(=NN2)SCC2=C(C=CC=C2)Cl)=O)O (benzofuran-2-carbonyl)-1-(5-((2-chlorobenzyl)thio)-1,3,4-thiadiazol-2-yl)-3-hydroxy-5-(4-hydroxyphenyl)-1,5-dihydro-2H-pyrrol-2-one